(E)-2-((5-amino-1-hexyl-1H-pyrazol-4-yl)diazenyl)-3-propyl-1-(3-(2,2,2-trifluoroacetamido)propyl)-1H-imidazol-3-ium bromide [Br-].NC1=C(C=NN1CCCCCC)/N=N/C=1N(C=C[N+]1CCC)CCCNC(C(F)(F)F)=O